7-((2-methoxyethoxy)methoxy)-4-oxospiro[chromane-2,4'-piperidine]-1'-carboxylic acid tert-butyl ester C(C)(C)(C)OC(=O)N1CCC2(CC1)OC1=CC(=CC=C1C(C2)=O)OCOCCOC